tert-butyl 3-formyl-4-(1H-pyrazol-1-yl)pyrrolidine-1-carboxylate C(=O)C1CN(CC1N1N=CC=C1)C(=O)OC(C)(C)C